benzyl (3aS,4R,9bS)-8-(3-fluorophenyl)-4-(hydroxymethyl)-2,3,3a,4,5,9b-hexahydro-1H-pyrrolo[3,2-c]quinoline-1-carboxylate FC=1C=C(C=CC1)C1=CC=2[C@@H]3[C@H]([C@@H](NC2C=C1)CO)CCN3C(=O)OCC3=CC=CC=C3